C1(CC1)N1C(C(=CC(=C1)C=C)C(=O)N)=O 1-cyclopropyl-5-ethenyl-2-oxopyridine-3-carboxamide